C(C)C(CNC(CCCC(=O)OCC(COC(CCCC(=O)NCC(CCCC)CC)=O)(NC(CCN1CCCCC1)=O)COC(CCCC(=O)NCC(CCCC)CC)=O)=O)CCCC 2-(((5-((2-ethylhexyl)amino)-5-oxopentanoyl)oxy)methyl)-2-(3-(piperidin-1-yl)propanamido)propane-1,3-diyl bis(5-((2-ethylhexyl)amino)-5-oxopentanoate)